Cl[Pd-](C1(C(=CC=CC1)C1=CC=CC=C1)N)P(CCCC)(C12CC3CC(CC(C1)C3)C2)C23CC1CC(CC(C2)C1)C3 chloro[(diadamantan-1-yl)(n-butyl)phosphino][2-amino-1,1-biphenyl-2-yl]palladium(II)